ClC1=CC(=NC=N1)NC(=O)[C@H]1C([C@@H]1C1=NC=CC(=N1)C)(F)F |r| rac-(1S*,3S*)-N-(6-chloropyrimidin-4-yl)-2,2-difluoro-3-(4-methylpyrimidin-2-yl)cyclopropane-1-carboxamide